C1(=CC(=CC=C1)CN1C2=C(OCC1=O)C=CC(=C2)C(=O)NO)C2=CC=CC=C2 4-([1,1'-biphenyl]-3-ylmethyl)-N-hydroxy-3-oxo-3,4-dihydro-2H-benzo[b][1,4]oxazine-6-carboxamide